C(C)(C)(C)C1=C(C=C(C=N1)C=1N=C2OCC(CN2C(C1C#N)=O)CSCOC)F 8-(6-tert-butyl-5-fluoropyridin-3-yl)-3-{[(methoxymethyl)sulfanyl]methyl}-6-oxo-2H,3H,4H,6H-pyrimido[2,1-b][1,3]oxazine-7-carbonitrile